[I-].[I-].C(C)C1(C(=C(C(=C1C)C)C)C)[Zr+2]C1C(=CC2=CC=CC=C12)CCCC (1-Ethyl-2,3,4,5-tetramethylcyclopentadienyl)(2-butylindenyl)zirconium diiodide